2-(3-methyl-1H-pyrazol-4-yl)-4-(2-(oxetan-3-ylmethyl)-2,8-diazaspiro[4.5]decan-8-yl)pyrido[3,4-d]pyrimidine CC1=NNC=C1C=1N=C(C2=C(N1)C=NC=C2)N2CCC1(CCN(C1)CC1COC1)CC2